N-{1-[4-fluoro-3-(trifluoromethyl)phenyl]cyclobutyl}-N-{[(2S)-pyrrolidin-2-yl]methyl}carbamic acid methyl ester COC(N(C[C@H]1NCCC1)C1(CCC1)C1=CC(=C(C=C1)F)C(F)(F)F)=O